3-(trifluoromethoxy)bicyclo[1.1.1]pentan-1-amine trifluoroacetate FC(C(=O)O)(F)F.FC(OC12CC(C1)(C2)N)(F)F